C(C)(=O)C([C@H](NC(C)=O)C(=O)O)C(=O)O 3-acetyl-acetyl-L-aspartic acid